(S)-2-(5-(3-((2-chloro-5-(5-((4,4-difluoropiperidin-1-yl)methyl)pyrazin-2-yl)pyridin-4-yl)amino)butoxy)-1,3-dimethyl-1H-pyrazol-4-yl)pyrimidin-4-amine ClC1=NC=C(C(=C1)N[C@H](CCOC1=C(C(=NN1C)C)C1=NC=CC(=N1)N)C)C1=NC=C(N=C1)CN1CCC(CC1)(F)F